methyl 1-(4-fluorophenyl)-3-(methylsulfinyl)-1H-pyrazole-5-carboxylate FC1=CC=C(C=C1)N1N=C(C=C1C(=O)OC)S(=O)C